N-(2-(2-ethyl-1,4-diazepan-1-yl)-5-methylpyrimidin-4-yl)-1H-indazol-5-amine C(C)C1N(CCCNC1)C1=NC=C(C(=N1)NC=1C=C2C=NNC2=CC1)C